C(C)OC1=CC=C(C=C1)C1=CN=C(O1)C1CNCCC1CC 5-(4-ethoxyphenyl)-2-(4-ethyl-3-piperidyl)oxazole